C1(CCC1)N1CC(C1)C(=O)N(C1=CC(=CC=C1)F)CC=1N=C2N(C=CC(=C2)C=2OC(=NN2)C(F)F)C1 1-cyclobutyl-N-((7-(5-(difluoromethyl)-1,3,4-oxadiazol-2-yl)imidazo[1,2-a]pyridin-2-yl)methyl)-N-(3-fluorophenyl)azetidine-3-carboxamide